((t-butyl)Dimethylsilanyloxy)methyl-pyrrolidin-2-one C(C)(C)(C)[Si](OCN1C(CCC1)=O)(C)C